(2-fluoro-4-(1-((2-methyl-2H-indazol-5-yl)methyl)-1H-[1,2,3]triazolo[4,5-b]pyrazin-6-yl)phenyl)dimethylphosphine oxide FC1=C(C=CC(=C1)C1=CN=C2C(=N1)N(N=N2)CC2=CC1=CN(N=C1C=C2)C)P(C)(C)=O